FC(C(=O)O)(F)F.CN(C1(CCC2(CNC(N2CC(=O)O)=O)CC1)C1=CC=CC=C1)C cis-2-(8-Dimethylamino-2-oxo-8-phenyl-1,3-diazaspiro[4.5]decan-1-yl)-acetic acid trifluoroacetic acid salt